Neodymium boron [B].[Nd]